ClC1=C(C=CC=C1)CC(=O)NC1=CC(=C(C=C1)C=1C=NN(C1)CC1OCC1)S(N)(=O)=O 2-(2-Chlorophenyl)-N-(4-{1-[oxetan-2-ylmethyl]-1H-pyrazol-4-yl}-3-sulfamoylphenyl)acetamide